3-[4-[5-[5-[(6,7-difluoro-4-methylsulfanyl-1H-indol-5-yl)oxy]-2-fluoro-phenyl]-1-methyl-1,2,4-triazol-3-yl]-4-methyl-chroman-8-yl]propanoic acid FC1=C(C(=C2C=CNC2=C1F)SC)OC=1C=CC(=C(C1)C1=NC(=NN1C)C1(CCOC2=C(C=CC=C12)CCC(=O)O)C)F